C(C=C)(=O)N1C[C@H](CC1)N1N=C(C=2C(=NC=C(C21)C(=O)NCC(C)C)N)C#CC2=C(C(=CC(=C2F)OC)OC)F (S)-1-(1-acryloylpyrrolidin-3-yl)-4-amino-3-((2,6-difluoro-3,5-dimethoxyphenyl)ethynyl)N-isobutyl-1H-pyrazolo[4,3-c]pyridine-7-carboxamide